C(C)C(CN1C(C2=C(N(C(C2=C1C=1SC(=CC1)[Sn](C)(C)C)=O)CC(CCCC)CC)C=1SC(=CC1)[Sn](C)(C)C)=O)CCCC 2,5-bis(2-ethylhexyl)-3,6-bis(5-(trimethylstannyl)thiophene-2-yl)-2,5-dihydropyrrolo[3,4-c]pyrrole-1,4-dione